NCC#CC#CC1CCN(CC1)C(=O)OCC1C2=CC=CC=C2C=2C=CC=CC12 9H-fluoren-9-ylmethyl 4-(5-aminopenta-1,3-diyn-1-yl)piperidine-1-carboxylate